N-ETHYL-2-(2-FORMYL-5-METHOXYPHENOXY)ACETAMIDE C(C)NC(COC1=C(C=CC(=C1)OC)C=O)=O